CC(=CC(=O)O)C DIMETHYL-ACRYLIC ACID